Cl.CC=1C2C3=CC=CC=C3C(C1C)N2 9,10-dimethyl-11-azatricyclo[6.2.1.02,7]Undec-2,4,6,9-tetraene hydrochloride